2-Ethoxy-6-methoxybenzene-1-sulfonyl chloride C(C)OC1=C(C(=CC=C1)OC)S(=O)(=O)Cl